C(C)(=O)OCC1=CC=CC=C1C1(OC1)S(=O)(=O)N1C(CCC2=CC(=CC=C12)CC)CC ((2,6-diethyl-3,4-dihydroquinolin-1(2H)-yl) sulfonyl)-2-oxiranebenzyl acetate